methylthiazolyldiphenyl-tetrazolium bromide Bromide [Br-].[Br-].CC=1C(=C(C=CC1)[N+]=1NN=NC1C1=CC=CC=C1)C=1SC=CN1.CC=1C(=C(C=CC1)[N+]=1NN=NC1C1=CC=CC=C1)C=1SC=CN1